[N-](S(=O)(=O)C(F)(F)F)S(=O)(=O)C(F)(F)F.C(CCC)[P+](CCOC)(CCCC)CCCC tributyl-(2-methoxyethyl)phosphonium bis(trifluoromethylsulfonyl)imide salt